4-fluoro-N-{phenyl[4-(propan-2-yl)phenyl]methyl}-1-[2-(1H-pyrazol-3-yl)acetyl]pyrrolidine-2-carboxamide FC1CC(N(C1)C(CC1=NNC=C1)=O)C(=O)NC(C1=CC=C(C=C1)C(C)C)C1=CC=CC=C1